C(C)N1C2=CC=CC=C2C=2C(C3=C(C(C12)(C)C)C=C(C=C3)OC)=O 5-Ethyl-8-methoxy-6,6-dimethyl-5,6-dihydro-benzo[b]carbazol-11-one